ClC1=C(CC=2N(C(N(N2)C)=O)CCC2CCC(CC2)(C)C)C=CC(=C1)F 5-(2-chloro-4-fluorobenzyl)-4-(2-(4,4-dimethylcyclohexyl)ethyl)-2-methyl-2,4-dihydro-3H-1,2,4-triazol-3-one